BENZO[D]ISOOXAZOL-6-OL O1N=CC2=C1C=C(C=C2)O